(R)-N-(2-(5-bromo-1-((2-(trimethylsilyl)ethoxy)methyl)-1H-pyrrolo[2,3-b]pyridin-6-yloxy)propyl)acetamide BrC=1C=C2C(=NC1O[C@@H](CNC(C)=O)C)N(C=C2)COCC[Si](C)(C)C